6-(2,3,4,5,6-pentahydroxyhexylamino)hexane-1,2,3,4,5-penta-ol OC(CNCC(C(C(C(CO)O)O)O)O)C(C(C(CO)O)O)O